O1C=CC2=C1C=C(C=C2)C=2C(=NC(=NC2)O)O 5-(1-benzofuran-6-yl)pyrimidine-2,4-diol